FC1=CC=C(CNC2=C3N=CN(C3=NC=N2)[C@H]2[C@@H](O)[C@H](O)[C@H](O2)CO)C=C1 6-(4-fluorobenzylamino)-9-β-D-arabinofuranosylpurine